2-(carboxymethyl)-4-(4-((4-(2-methoxy-2-oxoethyl)-3,5-dimethyl-1H-pyrazol-1-yl)methyl)benzamido)benzoic acid C(=O)(O)CC1=C(C(=O)O)C=CC(=C1)NC(C1=CC=C(C=C1)CN1N=C(C(=C1C)CC(=O)OC)C)=O